CN(C(COCCNC(OC(C)(C)C)=O)=O)C tert-butyl N-[2-[2-(dimethylamino)-2-oxo-ethoxy]ethyl]carbamate